3-(5-[bicyclo[1.1.1]pentan-1-yl]-1,3,4-thiadiazol-2-yl)-6-methanesulfonylpyridazine C12(CC(C1)C2)C2=NN=C(S2)C=2N=NC(=CC2)S(=O)(=O)C